hydroxyethyl-phenoxy-diethyl-phosphoramide OCCN(P(=O)(N(CC)CC)N)OC1=CC=CC=C1